NC=C(C#N)C(C1=C(C(=C(C(=C1)[N+](=O)[O-])OCC)I)Br)=O 3-amino-2-(2-bromo(iodo)-4-ethoxy-5-nitrobenzoyl)-acrylonitrile